CC1=C(C=CC(=C1)C(F)(F)F)O 2-methyl-4-(trifluoromethyl)phenol